CC1=CC=CC(=N1)C=1N=CC=2OCCN(C2N1)C1=NC=NC=C1C(=O)N 4-(2-(6-methylpyridin-2-yl)-6,7-dihydro-8H-pyrimido[5,4-b][1,4]oxazin-8-yl)pyrimidine-5-carboxamide